6-chloro-3-(((1R)-1-(2-cyano-7-methyl-3-((tetrahydrofuran-3-yl)thio)quinoxalin-5-yl)ethyl)amino)picolinic acid ClC1=CC=C(C(=N1)C(=O)O)N[C@H](C)C1=C2N=C(C(=NC2=CC(=C1)C)C#N)SC1COCC1